BrC1=C(C=CC(=N1)C1=C(N=C2N1N=C(C(=C2)OC)C2CC2)CO)F [3-(6-bromo-5-fluoro-2-pyridyl)-6-cyclopropyl-7-methoxy-imidazo[1,2-b]pyridazin-2-yl]methanol